ClC=1C=C(NC2=NC(=NC3=CC(=C(C=C23)N)OC)C(=O)[O-])C=CC1F 4-(3-chloro-4-fluoroanilino)-7-methoxy-6-aminoquinazolinate